[(3R)-1,1-dioxo-2,3-dihydrothiophen-3-yl]-2-oxo-1H-quinoline-3-carboxamide O=S1(C[C@@H](C=C1)N1C(C(=CC2=CC=CC=C12)C(=O)N)=O)=O